C(C)(C)(C)C(C)(O)C1CC(CCC1)(C)C tert-butyl-1-(3,3-dimethylcyclohexyl)ethanol